NC1=C(C=CC(=C1F)NCC1=CC=C(C=C1)O)NC(CCCCCC(CF)F)=O N-(2-Amino-3-fluoro-4-((4-hydroxybenzyl)amino)phenyl)7,8-difluorooctanamid